ClC1=C(OC2=CC=C(C(=O)N3CCN(CC3)C3=NC4=CC=CC=C4C(N3)=O)C=C2)C=CC=C1 2-[4-[4-(2-Chlorophenoxy)benzoyl]piperazin-1-yl]-3H-quinazolin-4-one